1-[4-(1-hydroxyethyl)pyridin-2-yl]-N-(6-methoxy-1-methylindazol-7-yl)pyrazole-4-sulfonamide OC(C)C1=CC(=NC=C1)N1N=CC(=C1)S(=O)(=O)NC=1C(=CC=C2C=NN(C12)C)OC